NC1=CC2=CC=CC(=C2C=C1)O 2-Amino-5-hydroxynaphthalin